4-methoxy-6-(5-methyl-1-(1-((3-methylazetidin-3-yl)methyl)piperidin-4-yl)-1H-pyrazol-4-yl)pyrazolo[1,5-a]pyridine-3-carbonitrile COC=1C=2N(C=C(C1)C=1C=NN(C1C)C1CCN(CC1)CC1(CNC1)C)N=CC2C#N